alpha-ketoglutaric acid anion O=C(C(=O)[O-])CCC(=O)[O-]